2-(4,4,5,5-tetramethyl-1,3,2-dioxaborolan-2-yl)bicyclo[1.1.1]pentane-1-carboxylate CC1(OB(OC1(C)C)C1C2(CC1C2)C(=O)[O-])C